N-formyl-2-(1-methyl-7-(2-oxoethyl)-1H-indazol-3-yl)propenamide C(=O)NC(C(=C)C1=NN(C2=C(C=CC=C12)CC=O)C)=O